tert-butyl (2-amino-5-chlorophenyl)(methyl)carbamate NC1=C(C=C(C=C1)Cl)N(C(OC(C)(C)C)=O)C